2,2-bis-(4'-hydroxyphenyl)propane OC1=CC=C(C=C1)C(C)(C)C1=CC=C(C=C1)O